(2-cyclopropylphenyl)boric acid C1(CC1)C1=C(C=CC=C1)OB(O)O